BrC=1C=C2C(CNC(C2=CC1)=O)C(F)(F)F 6-Bromo-4-(trifluoromethyl)-3,4-dihydroisoquinolin-1(2H)-one